NCCOC=1C=CC(=NC1)C1=C(C=C(C#N)C=C1)OC=1N(N=C(C1)C1CC1)C 4-[5-(2-aminoethoxy)pyridin-2-yl]-3-(5-cyclopropyl-2-methylpyrazol-3-yl)oxybenzonitrile